C(=O)C1=C(C=CC=C1)C=1C=NN(C1)CC(=O)NC 2-(4-(2-formylphenyl)-1H-pyrazol-1-yl)-N-methylacetamide